1-[4-[7-[6-amino-3-(trifluoromethyl)-2-pyridyl]-6-chloro-2-[[(2S,4R,5S)-4-fluoro-1,5-dimethyl-pyrrolidin-2-yl]methoxy]quinazolin-4-yl]piperazin-1-yl]prop-2-en-1-one NC1=CC=C(C(=N1)C1=C(C=C2C(=NC(=NC2=C1)OC[C@H]1N([C@H]([C@@H](C1)F)C)C)N1CCN(CC1)C(C=C)=O)Cl)C(F)(F)F